2-chloro-6,7-dimethoxy-3H-quinazoline ClC1N=C2C=C(C(=CC2=CN1)OC)OC